hydroxy-18-methyl-3-methoxyestra-2,5(10)-diene OC([C@@]12CCC[C@H]1[C@@H]1CCC=3CC(=CCC3[C@H]1CC2)OC)C